(2-(4,5-Dihydrofuran-2-yl)-5-fluorophenyl)methanol O1C(=CCC1)C1=C(C=C(C=C1)F)CO